3-methoxy-2,4-dimethyl-5,6-dihydro-7H-pyrrolo[3,4-b]pyridin-7-one COC=1C(=C2C(=NC1C)C(NC2)=O)C